COC=1C=CC2=C(N(C=N2)C)C1CNC(C1=CC=C(C=C1)C(F)(F)F)=O N-((6-methoxy-1-methyl-1H-benzimidazol-7-yl)methyl)-4-(trifluoromethyl)benzamide